C(C)(C)(C)OC(N[C@@H]1CN(CC[C@H]1O)C(=O)C1=CC2=C(N(C(=N2)C2=CC=3C(=NC=CC3)N2CC2CC2)C)C=C1)=O |r| trans-rac-N-[(3R,4R)-1-{2-[1-(cyclopropylmethyl)-1H-pyrrolo[2,3-b]pyridin-2-yl]-1-methyl-1H-1,3-benzodiazole-5-carbonyl}-4-hydroxypiperidin-3-yl]carbamic acid tert-butyl ester